benzyl-dimethyl-nonyl-ammonium chloride [Cl-].C(C1=CC=CC=C1)[N+](CCCCCCCCC)(C)C